FC([C@H](O)[C@]1(CN(CC1)C(C)(C)C=1C=NC(=CC1)C)CCC1=CC=C(C=C1)S(=O)(=O)C)(F)F |o1:2| (R or S)-2,2,2-trifluoro-1-((R)-1-(2-(6-methylpyridin-3-yl)propan-2-yl)-3-(4-(methylsulfonyl)phenethyl)pyrrolidin-3-yl)ethan-1-ol